C(C)(C)(C)OC(C(N)(CCCCNC(=O)N1N=CC(=N1)C1=CC=C(C=C1)F)C(=O)OC(C)(C)C)=O 2-(tert-Butoxycarbonyl)-N6-(4-(4-fluorophenyl)-2H-1,2,3-triazole-2-carbonyl)-L-lysine tert-butyl ester